N-[[5-prop-2-ynoxy-1-[4-(trifluoromethyl)phenyl]indazol-3-yl]methyl]propanamide C(C#C)OC=1C=C2C(=NN(C2=CC1)C1=CC=C(C=C1)C(F)(F)F)CNC(CC)=O